N1=CN=CC2=C1NC=CC2=O 8H-pyrido[2,3-d]pyrimidin-5-one